8-hydroxy-2-oxo-1,2-dihydroquinoline-5-carbaldehyde OC1=CC=C(C=2C=CC(NC12)=O)C=O